γ-glycidoxypropylmethyl-dipropoxysilane C(C1CO1)OCCC[Si](OCCC)(OCCC)C